NC1=C2C(=NC=N1)N(N=C2C2=CC=C(C=C2)OC2=CC=CC=C2)[C@H]2CN(CCC2)CC2CCN(CC2)CC2CCN(CC2)C=2C=C1CN(C(C1=CC2)=O)C2C(NC(CC2)=O)=O 3-(5-(4-((4-(((R)-3-(4-amino-3-(4-phenoxyphenyl)-1H-pyrazolo[3,4-d]pyrimidin-1-yl)piperidin-1-yl)methyl)piperidin-1-yl)methyl)piperidin-1-yl)-1-oxoisoindolin-2-yl)piperidine-2,6-dione